C1=CC=C(C=C1)C(=O)CC(=O)C(F)(F)F 3-benzoyl-1,1-trifluoroacetone